C(#N)C(NC(=O)[C@@H]1[C@H]2C([C@H]2CN1C([C@H](C(C)(C)C)NC(=O)C1COC1)=O)(C)C)C=1C=NC=C2C=CC=NC12 (1R,2S,5S)-N-[cyano(1,6-naphthyridin-8-yl)methyl]-3-[(2S)-3,3-dimethyl-2-(oxetane-3-carbonylamino)butanoyl]-6,6-dimethyl-3-azabicyclo[3.1.0]hexane-2-carboxamide